C[C@@]1([C@@H]2CCCN([C@@H]2C1)C(C=C)=O)OC=1C=2N(C=C(N1)C=1C=NN(C1)C)N=CC2 |&1:1| Racemic-1-((1R,6R)-7-methyl-7-((6-(1-methyl-1H-pyrazol-4-yl)pyrazolo[1,5-a]pyrazin-4-yl)oxy)-2-azabicyclo[4.2.0]octan-2-yl)prop-2-en-1-one